propenyl-imidazole methyl-(1R,4R)-4-(1-(((R)-1-(3-(difluoromethyl)-2-methylphenyl)ethyl)amino)-4-methylpyrido[3,4-d]pyridazin-7-yl)cyclohexane-1-carboxylate COC(=O)C1CCC(CC1)C1=CC=2C(=C(N=NC2N[C@H](C)C2=C(C(=CC=C2)C(F)F)C)C)C=N1.C(=CC)C=1NC=CN1